N1C=CC2=CC(=CC=C12)C=1N=C(SC1SC(C)C)N1N=C(C(=C1C(=O)O)C1=CC(=CC=C1)F)C 1-(4-(1H-indol-5-yl)-5-(isopropylthio)thiazol-2-yl)-4-(3-fluorophenyl)-3-methyl-1H-pyrazole-5-carboxylic acid